7-((4-(2-fluoro-6-(cyclopropylcarbamoyl)pyridin-3-yl)piperazin-1-yl)methyl)-6-fluorofuro[2,3-c]quinolin-4(5H)-one FC1=NC(=CC=C1N1CCN(CC1)CC=1C=CC=2C3=C(C(NC2C1F)=O)OC=C3)C(NC3CC3)=O